(2-((2R,3R,4R,5R)-1-acetyl-3,4,5-trihydroxypiperidin-2-yl)ethyl)phosphonic acid C(C)(=O)N1[C@@H]([C@H]([C@@H]([C@@H](C1)O)O)O)CCP(O)(O)=O